FC1=CC=C(C=C1)C1(CC(C1)C(=O)OC)O Methyl 3-(4-fluorophenyl)-3-hydroxycyclobutane-1-carboxylate